C(C)OC([C@@](CCC1=CC=CC=C1)(N(C1=CC=CC=C1)O)C#N)=O (S)-2-cyano-2-(hydroxy(phenyl)amino)-4-phenylbutyric acid ethyl ester